tert-butyl N-[1-(3,6-dimethoxy-5-pentylpyridin-2-yl)propan-2-yl]carbamate COC=1C(=NC(=C(C1)CCCCC)OC)CC(C)NC(OC(C)(C)C)=O